BrC1=C(C=C)C(=CC(=C1)Br)Br 2,4,6-tribromostyrene